O1C(COCC1)COC1=C(SC2=C1CCN1C(N=CC=C12)=O)C#CC1CC1 ((1,4-dioxane-2-yl)methoxy)-2-(cyclopropylethynyl)-4,5-dihydro-7H-thieno[2',3':3,4]pyrido[1,2-c]pyrimidin-7-one